C(=C)C1=NC=NC(=N1)C=C 2,4-divinyl-1,3,5-triazine